OC1(CCCC1)CC(=O)NC 2-(1-hydroxycyclopentyl)-N-methylacetamide